NC1=NC=2C=CC(=CC2C2=C1N(N=C2)C)C(=O)N([C@@H]2COC1=C2C=CC(=C1)C(F)(F)F)C=1C=NN(C1)C (S)-4-amino-3-methyl-N-(1-methyl-1H-pyrazol-4-yl)-N-(6-(trifluoromethyl)-2,3-dihydrobenzofuran-3-yl)-3H-pyrazolo[3,4-c]quinolin-8-carboxamide